C1(CC1)C1=C(C(=NO1)C=1C(=NC=CC1)C(F)(F)F)C1=CC2(C1)CCN(CC2)C=2C=C1C(=CC(=NC1=CC2)C(=O)O)OC(F)F 6-(2-(5-cyclopropyl-3-(2-(trifluoromethyl)pyridin-3-yl)isoxazol-4-yl)-7-azaspiro[3.5]non-1-en-7-yl)-4-(difluoromethoxy)quinoline-2-carboxylic acid